N-((1-((3',5'-dichloro-5-((4-phenylpiperidin-1-yl)methyl)-[1,1'-biphenyl]-3-yl)methyl)piperidin-4-yl)methyl)acetamide ClC=1C=C(C=C(C1)Cl)C1=CC(=CC(=C1)CN1CCC(CC1)C1=CC=CC=C1)CN1CCC(CC1)CNC(C)=O